L-2-Bromophenylalanine BrC1=C(C[C@H](N)C(=O)O)C=CC=C1